ClC=1N=C2C(=NC1)NC=C2C2=NC(=CC(=N2)N[C@@H]2[C@H](C1CCC2CC1)C(=O)OCC)C=1SC(=CC1)C (2S,3S)-ethyl 3-((2-(2-chloro-5H-pyrrolo[2,3-b]pyrazin-7-yl)-6-(5-methylthiophen-2-yl)pyrimidin-4-yl)amino)bicyclo[2.2.2]octane-2-carboxylate